CC(CC(CC=C)O)O hept-6-ene-2,4-diol